BrC1=CC=C(C=C1)/C(/C(=O)O)=C(\C(=O)O)/C1=CC=C(C=C1)Br 2,3-bis(4-bromophenyl)fumaric acid